FC=1C(=CC(=NC1)C(=O)NC1=CC(=C(C=C1)C)NC1=NC=CC=C1C1=C2N=CN(C2=NC=N1)C1OCCCC1)C(F)(F)F 5-fluoro-N-(4-methyl-3-(3-(9-(tetrahydro-2H-pyran-2-yl)-9H-purin-6-yl)pyridin-2-ylamino)phenyl)-4-(trifluoromethyl)picolinamide